BrC=1C=C(C=CC1)C1OCC1C[N+](=O)[O-] (3-bromophenyl)-3-(nitromethyl)oxetane